C(C)(C)(C)OC(=O)N1[C@@H](CCC1)C=1NC(=C(N1)C1=CC=C(C=C1)C(=O)OCC)C(=O)OCC ethyl (S)-2-(1-(tert-butoxycarbonyl)pyrrolidin-2-yl)-4-(4-(ethoxycarbonyl)phenyl)-1H-imidazole-5-carboxylate